(1-(1-(dimethylamino)-2-(4-(tert-butyldimethylsilyloxy)-3,5-dichloro-phenyl)ethyl)cyclopropyl)carbamic acid tert-butyl ester C(C)(C)(C)OC(NC1(CC1)C(CC1=CC(=C(C(=C1)Cl)O[Si](C)(C)C(C)(C)C)Cl)N(C)C)=O